ONC(\C=C\C1=C(C=CC=C1)N1C(CN(CC1)S(=O)(=O)C1=CC=CC=C1)=O)=O (E)-N-hydroxy-3-(2-(2-oxo-4-(phenyl-sulfonyl)piperazin-1-yl)phenyl)acrylamide